(S)-1-(2-(1-(4-((3,4-difluorophenoxy)methyl)phenyl)imidazo[1,5-a]pyrazin-3-yl)pyrrolidin-1-yl)but-2-yn-1-one FC=1C=C(OCC2=CC=C(C=C2)C=2N=C(N3C2C=NC=C3)[C@H]3N(CCC3)C(C#CC)=O)C=CC1F